dimethylamino-2-benzyl-1-[4-(4-morpholinyl)phenyl]-1-butanone CN(C)C(C(=O)C1=CC=C(C=C1)N1CCOCC1)(CC)CC1=CC=CC=C1